CC=1C2=C(C=CNC1)C=CC=C2 5-methylbenzo[d]azepine